N-(6,8-dichloro-2,7-naphthyridine-3-yl)bicyclo[3.1.0]Hexane-6-carboxamide ClC=1C=C2C=C(N=CC2=C(N1)Cl)NC(=O)C1C2CCCC12